2,3-Dibromo-5-(cyclobutoxymethyl)-6-methylpyridine BrC1=NC(=C(C=C1Br)COC1CCC1)C